1-(4,4-bis(hydroxymethyl)piperidin-1-yl)-5-(pyren-1-yl)pentan-1-one OCC1(CCN(CC1)C(CCCCC1=CC=C2C=CC3=CC=CC4=CC=C1C2=C34)=O)CO